rel-(2-(((tert-butoxycarbonyl)amino)methyl)cyclopropyl)methyl methanesulfonate CS(=O)(=O)OCC1C(C1)CNC(=O)OC(C)(C)C